C(CCCCCCC\C=C/C\C=C/CCCCC)C1(OCCC(O1)CCS(=O)(=O)C)CCCCCCCC\C=C/C\C=C/CCCCC 2,2-Dilinoleyl-4-(2-methanesulfonylethyl)-[1,3]-dioxane